CC1=CC([C@H]2C([C@@H]1C2)(C)C)=O (1R,5R)-4,6,6-trimethylbicyclo[3.1.1]hept-3-en-2-one